4-(3-chloro-6-(4-chloro-1H-1,2,3-triazol-1-yl)-2-fluorophenyl)-5-fluoropyridin-2(1H)-one ClC=1C(=C(C(=CC1)N1N=NC(=C1)Cl)C1=CC(NC=C1F)=O)F